C(C=C)OC(C(=O)[O-])C 2-allyloxypropionate